bis(bis-(2-hydroxyethyl)ammonium) sulfate S(=O)(=O)([O-])[O-].OCC[NH2+]CCO.OCC[NH2+]CCO